CC=1C(=NC=CN1)CN(C(OC(C)(C)C)=O)S(=O)(=O)C tert-butyl ((3-methylpyrazin-2-yl)methyl)(methylsulfonyl)carbamate